1,3-ditritylimidazolium C(C1=CC=CC=C1)(C1=CC=CC=C1)(C1=CC=CC=C1)N1C=[N+](C=C1)C(C1=CC=CC=C1)(C1=CC=CC=C1)C1=CC=CC=C1